7-bromo-3-(2-chloro-5-(trifluoromethyl)pyrimidin-4-yl)-5-fluoro-1H-indole BrC=1C=C(C=C2C(=CNC12)C1=NC(=NC=C1C(F)(F)F)Cl)F